N4-(adamantan-1-ylmethyl)-N1-hydroxy-2-methoxyterephthalamide C12(CC3CC(CC(C1)C3)C2)CNC(C2=CC(=C(C(=O)NO)C=C2)OC)=O